6-chloro-N-[5-(2,2-difluoroethyl)-4-methoxy-pyrimidin-2-yl]-7-fluoro-1H-indole ClC1=CC=C2C=CN(C2=C1F)C1=NC=C(C(=N1)OC)CC(F)F